FC1=C(C=CC=C1)[C@@H]1CC[C@H]2OC3(C(N21)=O)CCNCC3 (5'S,7a'R)-5'-(2-fluorophenyl)tetrahydro-3'H-spiro[piperidine-4,2'-pyrrolo[2,1-b]oxazol]-3'-one